3-chloro-N-[1-[2-(5-chloro-2-pyridyl)-5-(methanesulfonamido)-1,2,4-triazol-3-yl]ethyl]-5-methylsulfonyl-benzamide ClC=1C=C(C(=O)NC(C)C=2N(N=C(N2)NS(=O)(=O)C)C2=NC=C(C=C2)Cl)C=C(C1)S(=O)(=O)C